O1COC2=C1C=CC(=C2)C2=CC(=CC=N2)C 6-(benzo[d][1,3]dioxol-5-yl)-4-methylpyridin